1,3,5-tricarboxyphenylethynylbenzene C(=O)(O)C1(CC(=CC(=C1)C(=O)O)C(=O)O)C#CC1=CC=CC=C1